Methyl 8-(2,4-dichlorophenyl)-9-(4-((1-(2,3-difluoropropyl)azetidin-3-yl)methyl)phenyl)-6,7-dihydro-5H-benzo[7]annulene-3-carboxylate ClC1=C(C=CC(=C1)Cl)C=1CCCC2=C(C1C1=CC=C(C=C1)CC1CN(C1)CC(CF)F)C=CC(=C2)C(=O)OC